N-((1r,4r)-4-(3,3,3-Trifluoropropoxy)cyclohexyl)-5,6-dihydrobenzo[f]imidazo[1,5-d][1,4]oxazepine-10-carboxamide FC(CCOC1CCC(CC1)NC(=O)C=1C=CC2=C(C=3N(CCO2)C=NC3)C1)(F)F